COC1=C(C=CC(=C1)C(F)(F)F)C1=CC=C(N=N1)C=O 6-(2-methoxy-4-(trifluoromethyl)phenyl)pyridazine-3-carbaldehyde